CSC1=CC=C(C=C1)SC1=CN=C(S1)CNC(OC(C)(C)C)=O tert-butyl ((5-((4-(methylthio)phenyl)thio)thiazol-2-yl)methyl)carbamate